ClC1=CC=C(C=C1)C=1NC(=CC1C#N)C(F)(F)F (p-chlorophenyl)-5-(trifluoromethyl)-pyrrole-3-nitrile